ClC=1C=C(C=CC1)C1=CNC=2N=CN=C(C21)NCC(F)(F)F 5-(3-chlorophenyl)-N-(2,2,2-trifluoroethyl)-7H-pyrrolo[2,3-d]pyrimidin-4-amine